N-(4-([1,2,4]Triazolo[1,5-a]pyridin-7-yloxy)-3-methylphenyl)-6,7,8,9-tetrahydro-5H-pyrimido[5',4':4,5]thieno[2,3-d]azepin-4-amine N=1C=NN2C1C=C(C=C2)OC2=C(C=C(C=C2)NC2=NC=NC1=C2C2=C(CCNCC2)S1)C